CC1=CC(=CS1)C1=NN2C(=NC=3C=CC=CC3C2=N1)NC=1C(N=CC=CC1)=O (3R)-3-{[2-(5-Methylthiophen-3-yl)[1,2,4]triazolo[1,5-c]quinazolin-5-yl]amino}azepin-2-one